ClC1=CC(=NC=C1Cl)N 4,5-dichloro-2-aminopyridine